3-(2-(di(prop-2-yn-1-yl)amino)ethyl)-1H-indol-5-ol C(C#C)N(CCC1=CNC2=CC=C(C=C12)O)CC#C